ClC1=C(C(=O)N[C@H](C(=O)OC)CC2=C3CCCOC3=C(C=C2)C2=NN(C3=CC=CC=C23)C)C(=CC=C1)Cl methyl (S)-2-(2,6-dichlorobenzamido)-3-(8-(1-methyl-1H-indazol-3-yl) chroman-5-yl)propanoate